O=C1NC=2N(C=3C=CC=CC13)C1=CC=CC=C1C2CC(=O)O 5-Oxo-5,6-dihydroindolo[1,2-a]quinazoline-7-acetic acid